N[C@H](CC1=C(C=2N=NN=C(C2S1)NCC1=CC=NC=C1)Br)CS(=O)(=O)C (R)-6-(2-amino-3-(methylsulfonyl)propyl)-7-bromo-N-(pyridin-4-ylmethyl)thieno[3,2-d][1,2,3]triazin-4-amine